C1(=CC=CC=C1)C1=NOC2=C1C=CC=C2 3-phenyl-benzo[d]isoxazole